5-Chloro-N4-(4-chloro-2,5-dimethoxyphenyl)-N2-[4-(4-methylpiperazin-1-yl)phenyl]pyrimidine-2,4-diamine ClC=1C(=NC(=NC1)NC1=CC=C(C=C1)N1CCN(CC1)C)NC1=C(C=C(C(=C1)OC)Cl)OC